CS(=O)(=O)OC1=CC=CC=2COC(OCC21)C=2N=C(SC2)C2CCN(CC2)C(CN2N=C(C=C2C)C(F)(F)F)=O 3-[2-(1-{[5-methyl-3-(trifluoromethyl)-1H-pyrazol-1-yl] acetyl} piperidin-4-yl)-1,3-thiazol-4-yl]-1,5-dihydro-2,4-benzodioxepin-6-yl methanesulfonate